O=C1N(CCC(N1)=O)N1C(C2=CC=C(C=C2C1=O)CN1CCN(CC1)C=1C=C(C=CC1)C)=O 2-(2,4-dioxotetrahydropyrimidin-1(2H)-yl)-5-((4-(m-tolyl)piperazin-1-yl)methyl)isoindoline-1,3-dione